N-bromopropylene-bis-(2-amino-5-mercapto-1,3,4-thiadiazole) BrN1C(S(C(=N1)S)CC(C)S1C(=NN=C1S)N)N